pentapentaerythritol undecanoate C(CCCCCCCCCC)(=O)O.OCC(CO)(CO)CO.OCC(CO)(CO)CO.OCC(CO)(CO)CO.OCC(CO)(CO)CO.OCC(CO)(CO)CO